FC=1C=C(C#N)C=C(C1)OC1=C2CCC(C2=C(C=C1)S(=O)(=O)C)=O 3-fluoro-5-(7-methylsulfonyl-1-oxo-indan-4-yl)oxy-benzonitrile